FC(C=1C=NC=C(C1)C=1N=CN(C1)C(C1=CC=CC=C1)(C1=CC=CC=C1)C1=CC=CC=C1)(F)F 3-(trifluoromethyl)-5-(1-trityl-1H-imidazol-4-yl)pyridine